C(C1=CC=CC=C1)[C@](C(=O)NC=1C=NC2=C(C=CC=C2C1)F)(CC(F)(F)F)C (2S)-2-benzyl-4,4,4-trifluoro-N-(8-fluoro-3-quinolinyl)-2-methyl-butyramide